CN(C(OC1=CC2=C(CN(C(O2)=O)CC2=C(C(=CC=C2)N)F)C=C1C(F)(F)F)=O)C 3-[(3-amino-2-fluorophenyl)methyl]-2-oxo-6-(trifluoromethyl)-3,4-dihydro-2H-1,3-benzoxazin-7-yl N,N-dimethylcarbamate